6,7-difluoro-3,4-dihydronaphthalene-1(2H)-one FC=1C=C2CCCC(C2=CC1F)=O